3-acetoxy-propanol C(C)(=O)OCCCO